(2S,3S,4S,5R,6R)-6-((8-chloroquinolin-2-yl)(4-(1-(trifluoromethyl)cyclopropyl)phenyl)amino)-3,4,5-trihydroxytetrahydro-2H-pyran-2-carboxylic acid ClC=1C=CC=C2C=CC(=NC12)N([C@H]1[C@@H]([C@H]([C@@H]([C@H](O1)C(=O)O)O)O)O)C1=CC=C(C=C1)C1(CC1)C(F)(F)F